N-(2-(syn-4,4-difluoro-2-methylcyclohexyl)-4-(2,5-difluorophenyl)pyridin-3-yl)-5-fluoro-6-(2-hydroxypropan-2-yl)nicotinamide FC1(CC(C(CC1)C1=NC=CC(=C1NC(C1=CN=C(C(=C1)F)C(C)(C)O)=O)C1=C(C=CC(=C1)F)F)C)F